1-n-butyl-2,3-dimethylimidazolium C(CCC)N1C(=[N+](C=C1)C)C